C1(=CC=C(C=C1)C1=C(C=CC=C1)O)C1=C(C=CC=C1)O p-phenylene-bisphenol